2-[(2S)-1-methylpyrrolidin-2-yl]ethanamine CN1[C@@H](CCC1)CCN